N[C@@H](C)C(=O)OCCCCCCCCCCCCCC tetradecyl L-alaninate